2-methoxy-N-(3-(8-((2R,5R)-7-methyl-1,7-diazaspiro[4.4]nonan-2-yl)-3-(2,2,2-trifluoroethyl)imidazo[1,2-a]pyridin-2-yl)prop-2-yn-1-yl)-4-(methylsulfonyl)aniline COC1=C(NCC#CC=2N=C3N(C=CC=C3[C@@H]3N[C@@]4(CC3)CN(CC4)C)C2CC(F)(F)F)C=CC(=C1)S(=O)(=O)C